FC1(OC2=C(O1)C=CC(=C2)C(C)C2(COC2)C2=NC=CC(=C2)N2N=C(C=1CCCC(C21)OC2=CC=C(C(=O)O)C=C2)C(F)(F)F)F 4-[[1-[2-[3-[1-(2,2-difluoro-1,3-benzodioxol-5-yl)ethyl]oxetan-3-yl]-4-pyridyl]-3-(trifluoromethyl)-4,5,6,7-tetrahydroindazol-7-yl]oxy]benzoic acid